6-(((1-cyclopropylethyl)amino)methyl)-2-(3-(3,3-difluoro-1-((4-methyl-4H-1,2,4-triazol-3-yl)methyl)cyclobutyl)phenyl)-4-(trifluoromethyl)isoindolin-1-one formate C(=O)O.C1(CC1)C(C)NCC1=CC(=C2CN(C(C2=C1)=O)C1=CC(=CC=C1)C1(CC(C1)(F)F)CC1=NN=CN1C)C(F)(F)F